potassium isodecanoate C(CCCCCCC(C)C)(=O)[O-].[K+]